5,8,11-trioxa-2-azatridecanedioic acid-1-tert-butyl ester C(C)(C)(C)OC(NCCOCCOCCOCC(=O)O)=O